4-[6-chloro-8-fluoro-4-piperazin-1-yl-2-[3-thiazol-2-yl-1-piperidinyl]quinazolin-7-yl]-1,3-benzothiazol-2-amine ClC=1C=C2C(=NC(=NC2=C(C1C1=CC=CC2=C1N=C(S2)N)F)N2CC(CCC2)C=2SC=CN2)N2CCNCC2